1-bromo-4-methylsulfonyl-benzene BrC1=CC=C(C=C1)S(=O)(=O)C